22-hentriacontenoic acid C(CCCCCCCCCCCCCCCCCCCCC=CCCCCCCCC)(=O)O